allyl-3-cyclohexyl propionate C=CCOC(=O)CCC1CCCCC1